F[C@H]1[C@@H](CN(C1)C=1C=NC2=NC(=CC=C2C1)C1=CC2=CN(N=C2C(=C1OCOC)C)C)N(C(OC(C)(C)C)=O)C trans-tert-butyl N-[(3R,4R)-4-fluoro-1-{7-[6-(methoxymethoxy)-2,7-dimethylindazol-5-yl]-1,8-naphthyridin-3-yl}pyrrolidin-3-yl]-N-methylcarbamate